C(CCCCCCCC)(=O)C(O)[C@](O)([C@@H](O)[C@](O)([C@H](OC(CCCCCCCC)=O)CO)C(CCCCCCCC)=O)C(CCCCCCCC)=O 1,2,4,5-O-tetranonoyl-sorbitol